C(C)(C)(C)[C@@H]1CC=2C=C3C(=NC2CC1)SC(=C3)C(=O)N[C@H](CCN3CCCCC3)C3=CC=C(C=C3)C=3N(N=CC3)C (6S)-6-tert-butyl-N-[(1R)-1-[4-(2-methylpyrazol-3-yl)phenyl]-3-(1-piperidyl)propyl]-5,6,7,8-tetrahydrothieno[2,3-b]quinoline-2-carboxamide